BrC1=NN(C(=N1)C(C)(C)O)C 2-(3-bromo-1-methyl-1H-1,2,4-triazol-5-yl)propan-2-ol